CN1C=C(C(C(=C1)C1=CC(=CC=C1)C(F)(F)F)=O)C1=CC=CC=C1 1-methyl-3-phenyl-5-(3-trifluoromethylphenyl)-1H-pyridine-4-one